C(C1=CC=CC=C1)N1[C@H]2CC(C[C@@H]1CC2)C=2N(C1=CC(=CC=C1C2)C(=O)N)C2=CC=C(C=C2)C(F)(F)F ((1R,3s,5S)-8-benzyl-8-azabicyclo[3.2.1]oct-3-yl)-1-(4-(trifluoromethyl)phenyl)-1H-indole-6-carboxamide